COC(=O)C1=CC(=C2C(=N1)CCC2)Cl 4-chloro-6,7-dihydro-5H-cyclopenta[b]pyridine-2-carboxylic acid methyl ester